(S)-4-((5-((4-(3-((2-(1-hydroxyethyl)-1H-imidazol-1-yl)methyl)isoxazole-5-yl)phenyl)ethynyl)pyridin-2-yl)methyl)piperazin-2-one O[C@@H](C)C=1N(C=CN1)CC1=NOC(=C1)C1=CC=C(C=C1)C#CC=1C=CC(=NC1)CN1CC(NCC1)=O